Butyl-peroxyhexyne C(CCC)OOC#CCCCC